BrC=1C=NC(=NC1)N[C@H](C(=O)O)CCN(CCCCC1=NC=2NCCCC2C=C1)CCOC1=CC=CC=C1 (S)-2-((5-bromopyrimidin-2-yl)amino)-4-((2-phenoxyethyl)(4-(5,6,7,8-tetrahydro-1,8-naphthyridin-2-yl)butyl)amino)butanoic acid